C(C)(C)(C)C1=C(C=CC(=C1)C(C)(C)C)P(O)(O)(C1=C(C=C(C=C1)C(C)(C)C)C(C)(C)C)OCC(CO)(CO)CO pentaerythritol bis(2,4-di-t-butylphenyl)phosphite